ClC1=CC=C(C(=N1)C(=O)O)N[C@H](C)C1=CC(=CC=2C=3N(C(=NC12)CC)C=NN3)C 6-chloro-3-{[(1R)-1-{5-ethyl-9-methyl-[1,2,4]triazolo[4,3-c]quinazolin-7-yl}ethyl]amino}pyridine-2-carboxylic acid